bis(fluorenyl)silane C1(=CC=CC=2C3=CC=CC=C3CC12)[SiH2]C1=CC=CC=2C3=CC=CC=C3CC12